4-fluoro-7-((2-(1-isopropyl-1H-pyrazol-5-yl)pyridin-3-yl)methoxy)-2,3-dihydro-1H-inden-1-one bis(2,2,2-trifluoroacetate) FC(C(=O)O)(F)F.FC(C(=O)O)(F)F.FC1=C2CCC(C2=C(C=C1)OCC=1C(=NC=CC1)C1=CC=NN1C(C)C)=O